NC=1C=CC(=C2CN(C(C12)=O)CC(C(=O)N)=C)C1=CC=C2C(=N1)N(N=C2)C2CC2 2-[(7-amino-4-{1-cyclopropyl-1H-pyrazolo[3,4-b]pyridin-6-yl}-1-oxo-2,3-dihydro-1H-isoindol-2-yl)methyl]prop-2-enamide